C(C)(C)(C)N1N=C(C=C1NC=1C=C2CC(CC2=CC1)(F)F)[C@@H]1C[C@@H](CC1)O (1R,3S)-3-(1-(tert-butyl)-5-((2,2-difluoro-2,3-dihydro-1H-inden-5-yl)amino)-1H-pyrazol-3-yl)cyclopentan-1-ol